OP(O)(=O)OP(=O)(O)O.C(C)(=O)N[C@H]1C(O)O[C@@H]([C@H]([C@@H]1O)O)CO N-acetylglucosamine pyrophosphate